C(C)(C)(C)OC(=O)N1[C@H]2C[C@H]2C[C@H]1C#C.C(C)(C)(C)C=1C(=C(C=C(C1)OCCCOC(C(=C)C)=O)N1N=C2C(=N1)C=CC(=C2)OC)O 2-[3'-tert-Butyl-2'-hydroxy-5'-(3''-methacryloyloxypropoxy)phenyl]-5-methoxybenzotriazole tert-butyl-(1S,3S,5S)-3-ethynyl-2-azabicyclo[3.1.0]hexane-2-carboxylat